(R)-methyl 6-((3,4-dichlorophenyl)sulfonyl)-1-(4-fluorophenyl)-4,4a,5,6,7,8-hexahydro-1H-pyrazolo[3,4-g]isoquinoline-4a-carboxylate ClC=1C=C(C=CC1Cl)S(=O)(=O)N1C[C@]2(CC3=C(C=C2CC1)N(N=C3)C3=CC=C(C=C3)F)C(=O)OC